1-(4-(5-(1H-pyrazolo[3,4-d]pyrimidin-4-yl)pyridin-3-yl)phenyl)pyrrolidin-2-one N1N=CC=2C1=NC=NC2C=2C=C(C=NC2)C2=CC=C(C=C2)N2C(CCC2)=O